5-(benzyloxy)-1H-indole-2-carboxylic acid C(C1=CC=CC=C1)OC=1C=C2C=C(NC2=CC1)C(=O)O